2-((2-fluoro-4-(trifluoromethyl)phenyl)carbamoyl)-6-(4-(methylamino)phenyl)-4-((3-methyloxetan-3-yl)methoxy)cyclohexane-1-carboxylic acid FC1=C(C=CC(=C1)C(F)(F)F)NC(=O)C1C(C(CC(C1)OCC1(COC1)C)C1=CC=C(C=C1)NC)C(=O)O